C(C)(C)(C)OC(=O)N(C(OC(C)(C)C)=O)CC1=C(C2=C(N=CN2C)C(=C1)C1=CC=C(C=C1)OC(F)(F)F)NCCO[Si](C)(C)C(C)(C)C tert-butyl N-tert-butoxycarbonyl-N-[[4-[2-[tert-butyl(dimethyl)silyl]oxyethylamino]-3-methyl-7-[4-(trifluoromethoxy)phenyl]benzimidazol-5-yl]methyl]carbamate